CC1=C(C(NC2=CC(=CN=C12)CN1CCN(CC1)C1=CC2=C(C=N1)C(N(C2)C)=O)=O)C(F)(F)F 4-methyl-7-((4-(2-methyl-3-oxo-2,3-dihydro-1H-pyrrolo[3,4-c]pyridin-6-yl)piperazin-1-yl)methyl)-3-(trifluoromethyl)-1,5-naphthyridin-2(1H)-one